FC(C1=NN=C(S1)N1N=CC2=C(C=C(C=C12)S(=O)(=O)NC1(COC1)C)N1CCN(CC1)C)F 1-[5-(difluoromethyl)-1,3,4-thiadiazol-2-yl]-N-(3-methyloxetan-3-yl)-4-(4-methylpiperazin-1-yl)indazole-6-sulphonamide